COC1=C(C=CC(=C1)OC)C1=CC2=C(C(C=3C(=CC4=C(OCO4)C3)OC2)=O)C=C1 8-(2,4-dimethoxyphenyl)[2]benzoxepino[3,4-f]-1,3-benzodioxol-11(6H)-one